[N+](#[C-])C1=CC(=CC(=C1)[N+]#[C-])[N+]#[C-] 1,3,5-triisocyano-benzene